6-oxo-1H-pyridazine-3-carboxylic acid O=C1C=CC(=NN1)C(=O)O